5,7-di-chloro-1,2-benzothiazol-3-amine ClC=1C=C(C2=C(C(=NS2)N)C1)Cl